Cl.N1(CCNCC1)C(=O)C1=NC2=C(N1)C=C(C=C2)CCCCOC=2C=C(C=CC2)C piperazin-1-yl(6-(4-(m-tolyloxy)butyl)-1H-benzo[d]imidazol-2-yl)methanone hydrochloride